S1C=NC2=C1C=CC(=C2)CN(C(=O)[C@H]2N(CCC2)S(=O)(=O)C2=CC(=C(C=C2)C)F)[C@@H]2C[C@@H]1C[C@@H]1CC2 (S)-1-(3-Fluoro-4-methyl-benzenesulfonyl)-pyrrolidine-2-carboxylic acid benzothiazol-5-ylmethyl-(1S,3S,6S)-bicyclo[4.1.0]hept-3-yl-amide